diselenodianiline N(C1=CC=CC=C1)[Se][Se]NC1=CC=CC=C1